6-{8-[(2-cyano-2-methylideneethyl)amino]-7-methoxynaphthalen-2-yl}-4-acetamido-N-methylpyridine-2-carboxamide C(#N)C(CNC=1C(=CC=C2C=CC(=CC12)C1=CC(=CC(=N1)C(=O)NC)NC(C)=O)OC)=C